FC1=C(C(=O)O)C=C(C(=C1F)O)F 2,3,5-trifluoro-4-hydroxybenzoic acid